FCC1CN2C(CO1)=CC(=N2)C2=CC=C(C=C2)F 6-(fluoromethyl)-2-(4-fluorophenyl)-6,7-dihydro-4H-pyrazolo[5,1-c][1,4]oxazine